BrC=1C(=C(C=CC1)C1=C(C(=CC=C1)C=1OC2=C(N1)C=C(C(=C2)OC(F)F)CN2[C@@H](CCC2)C(=O)OC)C)C methyl ((2-(3'-bromo-2,2'-dimethyl-[1,1'-biphenyl]-3-yl)-6-(difluoromethoxy)benzo[d]oxazol-5-yl)methyl)-L-prolinate